COC=1C=C(C=C(C1C(=O)N)C(=O)N)NC1CN(CCC1)C 6-methoxy-4-((1-methylpiperidin-3-yl)amino)phthalamide